FC1(CN(C1)C(CN1N=CC2=NC=C(C=C21)C2=C(C=C(C=C2)F)F)=O)F 1-(3,3-Difluoroazetidin-1-yl)-2-[6-(2,4-difluorophenyl)pyrazolo[4,3-b]pyridin-1-yl]ethanone